OC1(C(CCC1)N1C(C(=CC2=C1N=C(N=C2)NC2(C(CN(CC2([2H])[2H])S(=O)(=O)C)([2H])[2H])[2H])C([2H])(F)F)=O)C (±)-8-(2-hydroxy-2-methylcyclopentyl)-6-(difluoromethyl-d)-2-((1-(methylsulfonyl)piperidin-4-yl-3,3,4,5,5-d5)-amino)pyrido[2,3-d]pyrimidin-7(8H)-one